6-bromo-8-chloro-2-thieno[2,3-c]pyridin-5-yl-3H-quinazolin-4-one BrC=1C=C2C(NC(=NC2=C(C1)Cl)C=1C=C2C(=CN1)SC=C2)=O